C(C(=C)C)(=O)O.C(C(C)O)O Propylenglycol mono-methacrylat